FC=1C(=C(C=CC1CSC)C=O)O (3-fluoro-2-hydroxy-4-(methylthiomethyl)phenyl)methanone